(+-)-10,11-dihydro-N,5-dimethyl-5H-dibenzo[b,f]azepin-10-amine CN[C@@H]1CC2=C(N(C3=C1C=CC=C3)C)C=CC=C2 |r|